3-bromo-2-(5-fluoropyridin-2-yl)-6-(methoxymethyl)-4,5,6,7-tetrahydropyrazolo[1,5-a]pyridine BrC=1C(=NN2C1CCC(C2)COC)C2=NC=C(C=C2)F